(S)-2-(3,3-dimethyl-4-(6-oxo-1,6-dihydropyridine-3-carbonyl)piperazin-1-yl)-N-(5-((5-fluoropyridin-2-yl)oxy)pyridin-2-yl)propanamide CC1(CN(CCN1C(=O)C1=CNC(C=C1)=O)[C@H](C(=O)NC1=NC=C(C=C1)OC1=NC=C(C=C1)F)C)C